CN(C1=C(C=CC=C1)NSC)SC methyl-bis(methylthio)phenylenediamine